[(R)-(4,5-dichloro-2-hydroxyphenyl)(piperidin-4-yl)methyl]Acetamide ethyl-2-(4-((tert-butoxycarbonyl)amino)phenyl)-1-chloropiperidine-3-carboxylate C(C)OC(=O)C1C(N(CCC1)Cl)C1=CC=C(C=C1)NC(=O)OC(C)(C)C.ClC1=CC(=C(C=C1Cl)[C@@H](C1CCNCC1)CC(=O)N)O